FC=1C=C(C=CC1NN)C=1C(CC(NN1)=O)C 6-(3-fluoro-4-hydrazineylphenyl)-5-methyl-4,5-dihydropyridazin-3(2H)-one